dibutyl-dithiophosphoric acid molybdenum [Mo].C(CCC)OP(S)(OCCCC)=S